dimethyl behenyl-1,3-dihydro-2H-cyclopenta[b]benzofuran-2,2-dicarboxylate C(CCCCCCCCCCCCCCCCCCCCC)C1C(CC=2OC3=C(C21)C=CC=C3)(C(=O)OC)C(=O)OC